S1C(=NC2=C1C=CC=C2)C=2C1=C(SC2NC(C)=O)CC(CC1)N(C)C N-(3-(benzo[d]thiazol-2-yl)-6-(dimethylamino)-4,5,6,7-tetrahydrobenzo[b]thiophen-2-yl)acetamide